(S)-2-[4-bromo-5-fluoro-2-(5-isoxazolyl)phenoxy]propionic acid BrC1=CC(=C(O[C@H](C(=O)O)C)C=C1F)C1=CC=NO1